BrC=1C=NC(=NC1)OCC(C)(O)C 1-[(5-bromopyrimidin-2-yl)oxy]-2-methylpropan-2-ol